FC1=CNC2=CC(=CC=C12)C1=C(C=C(N=N1)N)C 6-(3-fluoro-1H-indol-6-yl)-5-methyl-pyridazin-3-amine